ethyl 2-(1-(cyclopropylmethyl)-7-((5-oxopyrrolidin-3-yl)methoxy)-1H-indol-2-yl)-3-methylpyrazolo[1,5-a]pyridine-6-carboxylate C1(CC1)CN1C(=CC2=CC=CC(=C12)OCC1CNC(C1)=O)C1=NN2C(C=CC(=C2)C(=O)OCC)=C1C